ClC1=C(C(=CC=C1Cl)O)[C@H]1C[C@@H]2N(C(CCNC2)=O)C1 (8R,9aS)-8-(2,3-dichloro-6-hydroxyphenyl)-octahydropyrrolo[1,2-a][1,4]diazepin-5-one